[Pd+2].N1=C(C=CC(=C1)C(=O)O)C1=NC=C(C=C1)C(=O)O (2,2'-bipyridine-5,5'-dicarboxylic acid) palladium (II)